CC1=CNC2=NC=C(C=C21)[N+](=O)[O-] 3-methyl-5-nitro-1H-pyrrolo[2,3-b]pyridine